5-(2-fluoroethyl)-2-(4-(((3aR,5R,6aS)-2-((S)-2-hydroxypropanoyl)octahydro-cyclopenta[c]pyrrol-5-yl)amino)-1H-pyrrolo[2,3-b]pyridin-5-yl)-6,7-dihydrothiazolo[5,4-c]-pyridin-4(5H)-one FCCN1C(C2=C(CC1)N=C(S2)C=2C(=C1C(=NC2)NC=C1)NC1C[C@@H]2[C@@H](CN(C2)C([C@H](C)O)=O)C1)=O